CC1=NC2=C3C(=C(C=C2C(=N1)NC(C)C=1C=C(C#N)C=CC1)N1CCOCC1)CCC3 3-(1-((2-methyl-6-morpholino-8,9-dihydro-7H-cyclopenta[h]quinazolin-4-yl)amino)ethyl)benzonitrile